7-cyclopentyl-2-((5-(4-(4-(2,6-dioxopiperidin-3-yl)phenethyl)-[1,4'-bipiperidin]-1'-yl)pyridin-2-yl)amino)-N,N-dimethyl-7H-pyrrolo[2,3-d]pyrimidine-6-carboxamide C1(CCCC1)N1C(=CC2=C1N=C(N=C2)NC2=NC=C(C=C2)N2CCC(CC2)N2CCC(CC2)CCC2=CC=C(C=C2)C2C(NC(CC2)=O)=O)C(=O)N(C)C